silicon tetrachloride magnesium [Mg].[Si](Cl)(Cl)(Cl)Cl